azino-bis[3-ethylbenzothiazoline-6-sulfonic acid]-diammonium salt [NH4+].[NH4+].N(N=S1CN(C2=C1C=C(C=C2)S(=O)(=O)[O-])CC)=S2CN(C1=C2C=C(C=C1)S(=O)(=O)[O-])CC